C1(CC1)NS(=O)(=O)C1=CC(=C(C=C1)N1CCOCC1)NC1=NC2=C(N1)C=CC=C2C(F)(F)F N-cyclopropyl-4-morpholino-3-((4-(trifluoromethyl)-1H-benzo[d]imidazol-2-yl)amino)benzenesulfonamide